C1(\C=C/C(=O)O1)=O cis-butenedioic acid anhydride